DL-pantothenyl ethyl ether C(C)OC(CCNC([C@H](O)C(C)(C)CO)=O)=O |r|